C(#C)C1=C(C(N(C=2N=C(N=CC21)NC2=CC=C(C=C2)N2CCN(CC2)C)CC2=CC=NO2)=O)C 5-ethynyl-6-methyl-2-{[4-(4-methylpiperazin-1-yl)phenyl]amino}-8-(1,2-oxazol-5-ylmethyl)pyrido[2,3-d]pyrimidin-7-one